N-[[1-[(1R)-3-(hydroxyamino)-1-(2-naphthylmethyl)-3-oxo-propyl]triazol-4-yl]methyl]-1-methyl-imidazole-4-carboxamide ONC(C[C@@H](CC1=CC2=CC=CC=C2C=C1)N1N=NC(=C1)CNC(=O)C=1N=CN(C1)C)=O